4,4'-thiobis(3-methyl-6-tertbutylphenol) S(C1=C(C=C(C(=C1)C(C)(C)C)O)C)C1=C(C=C(C(=C1)C(C)(C)C)O)C